(S)-2-(4,5-difluoro-1H-indole-2-carboxamido)-N1-(1-(2-(2-adamantylamino)-2-oxoethyl)-2-oxo-1,2-dihydropyridin-3-yl)-N6-methyl-5-oxohexanediamide FC1=C2C=C(NC2=CC=C1F)C(=O)N[C@H](C(=O)NC=1C(N(C=CC1)CC(=O)NC1C2CC3CC(CC1C3)C2)=O)CCC(C(=O)NC)=O